2-[(pyridin-4-yl)methoxy]ethan-1-one N1=CC=C(C=C1)COCC=O